BrC1=CC=C2C=CC=C(C2=C1)CC1(NC=CC=C1C=1N=NN(C1)C=1C=CC=C2C=CC(OC12)=O)C(=O)N 2-((7-bromonaphthalen-1-yl)methyl)-3-(1-(2-oxo-2H-chromen-8-yl)-1H-1,2,3-triazol-4-yl)picolinamide